C(C1=CC=CC=C1)OC1=CC(=NC=C1)N1C(C(C2=CC(=CC=C12)C(=O)O)(C)C)=O 1-(4-(benzyloxy)pyridin-2-yl)-3,3-dimethyl-2-oxoindoline-5-carboxylic acid